(E)-1,1,1,2,2,5,5,6,6,7,7,7-dodecafluorohept-3-ene FC(C(\C=C\C(C(C(F)(F)F)(F)F)(F)F)(F)F)(F)F